NC1=CC=C(C=C1)C(C(=O)N)(C)C 2-(4-Aminophenyl)-2-methylpropionamide